N-(6-methyl-5-(piperidin-4-ylmethyl)pyridin-2-yl)pyrimidin-2-amine CC1=C(C=CC(=N1)NC1=NC=CC=N1)CC1CCNCC1